C(CCC)N1C=C(C2=CC(=CC=C12)C=1C=C2C=CC=NC2=CC1)CC(=O)NCC1=NC=CC=C1 2-(1-butyl-5-(quinolin-6-yl)-1H-indol-3-yl)-N-(pyridin-2-ylmethyl)acetamide